tert-butyl (17-methylmorphinan-3-yl)carbamate CN1[C@H]2[C@@H]3CCCC[C@@]3(C=3C=C(C=CC3C2)NC(OC(C)(C)C)=O)CC1